N1N=NC=C1CC(=O)N1[C@@H](C[C@H](C1)F)C(=O)N[C@H](C1=NC(=C(C=C1)C(C)C)F)C1=CC(=CC=C1)C1=CC=NN1 (2S,4R)-1-(2-(1H-1,2,3-triazol-5-yl)acetyl)-N-((S)-(3-(1H-pyrazol-5-yl)phenyl)(6-fluoro-5-isopropylpyridin-2-yl)methyl)-4-fluoropyrrolidine-2-carboxamide